ClC1=C(C=NC=C1OC)B(O)O 4-CHLORO-5-METHOXYPYRIDINE-3-BORONIC ACID